(E)-1-(tert-butyl)-4-(1-thiocyano-2-tolylvinyl)benzene C(C)(C)(C)C1=CC=C(C=C1)\C=C\C1C(C=CC=C1)(C)SC#N